FC=1C=CC(=NC1)NC(CC1=NN2C(NC(=CC2=O)C(=O)N(C)C(C)C)=C1)=O 2-(((5-fluoropyridin-2-yl)amino)-2-oxoethyl)-N-isopropyl-N-methyl-7-oxo-4,7-dihydropyrazolo[1,5-a]pyrimidine-5-carboxamide